OCC1CC(N(CC1)C(=O)OC(C)(C)C)(C)C tert-butyl 4-(hydroxymethyl)-2,2-dimethylpiperidine-1-carboxylate